ClC1=C(C=C2C=C(N=CC2=C1)NC(=O)[C@@H]1[C@H](CC1)C#N)N1CCN(CC1)[C@]1(COC[C@H]1O)C (1S,2S)-N-[7-chloro-6-[4-((3S,4S)-4-hydroxy-3-methyl-tetrahydrofuran-3-yl)piperazin-1-yl]-3-isoquinolyl]-2-cyano-cyclobutanecarboxamide